C(C)(C)(C)C1=NC=C(C(=N1)OC1=CC=CC=C1)C(=O)NC(C=CS(=O)(=O)C)C1CC(C1)(F)F 2-(tert-butyl)-N-(1-(3,3-difluorocyclobutyl)-3-(methylsulfonyl)allyl)-4-phenoxypyrimidine-5-carboxamide